NCC1=CC(=NC=C1)NC(=O)C1=NC=CC=C1OCC1=CC=CC=C1 N-[4-(aminomethyl)pyridin-2-yl]-3-(benzyloxy)pyridine-2-carboxamide